(E)-(3-phenylprop-1-en-1-yl)boronic acid C1(=CC=CC=C1)C/C=C/B(O)O